4-Methyl-1-phenyl-1H-1,2,3-triazole-5-carboxylic acid CC=1N=NN(C1C(=O)O)C1=CC=CC=C1